C(C)(C)(C)OC(=O)N1[C@H](CN(C(C1)C)C(=O)Cl)C (2S)-4-(chlorocarbonyl)-2,5-dimethylpiperazine-1-carboxylic acid tert-butyl ester